C(C1=CC=CC=C1)OC1=C2C(=NC(=N1)C1COC1)N(N=C2)C2=C(C=C(C=C2)F)F 4-benzyloxy-1-(2,4-difluorophenyl)-6-(oxetan-3-yl)pyrazolo[3,4-d]pyrimidine